4-[(Cyclohexylamino)carbonyl]piperazine-1-carboxylic acid benzyl ester C(C1=CC=CC=C1)OC(=O)N1CCN(CC1)C(=O)NC1CCCCC1